heptenediol Hafnium 3,5-di-tert-butylsalicylate C(C)(C)(C)C1=C(C(C(=O)[O-])=CC(=C1)C(C)(C)C)O.[Hf+4].C(=CCCCCC)(O)O.C(C)(C)(C)C1=C(C(C(=O)[O-])=CC(=C1)C(C)(C)C)O.C(C)(C)(C)C1=C(C(C(=O)[O-])=CC(=C1)C(C)(C)C)O.C(C)(C)(C)C1=C(C(C(=O)[O-])=CC(=C1)C(C)(C)C)O